4-oxo-3-(pyridin-4-yl)piperidine-1-carboxylic acid tert-butyl ester C(C)(C)(C)OC(=O)N1CC(C(CC1)=O)C1=CC=NC=C1